7-[5-BROMO-2-[4-(DIFLUOROMETHOXY)PYRAZOL-1-YL]-4-METHOXY-PHENYL]-N-[(2,4-DIMETHOXYPHENYL)METHYL]CINNOLIN-4-AMINE BrC=1C(=CC(=C(C1)C1=CC=C2C(=CN=NC2=C1)NCC1=C(C=C(C=C1)OC)OC)N1N=CC(=C1)OC(F)F)OC